C(=O)O.N[C@H]1COCC[C@@H]1C1=C(C=2N=C(N=C(C2S1)NCC=1OC=CC1)Cl)I 6-((3R,4S)-3-aminotetrahydro-2H-pyran-4-yl)-2-chloro-N-(furan-2-ylmethyl)-7-iodothieno[3,2-d]pyrimidin-4-amine formate